BrC=1C=C2[C@]3(CNCC2=CC1)[C@H]([C@H]3C)F (1r,2s,3s)-6'-bromo-2-fluoro-3-methyl-2',3'-dihydro-1'H-spiro[cyclopropane-1,4'-isoquinoline]